3-dipropylaminopropyldimethylmethoxysilane C(CC)N(CCC[Si](OC)(C)C)CCC